FC=1C=C(C=CC1N1N=CC=C1)S(=O)(=O)N1CC=2C=NC(=CC2C1)C(CCN)C1=CC=CC=C1 3-[2-[3-fluoro-4-(1H-pyrazol-1-yl)benzenesulfonyl]-1H,2H,3H-pyrrolo[3,4-c]pyridin-6-yl]-3-phenylpropan-1-amine